2-(4-aminopyrazol-1-yl)-1-[3-(4-methylphenoxy)-1-piperidyl]ethanone NC=1C=NN(C1)CC(=O)N1CC(CCC1)OC1=CC=C(C=C1)C